(+)-(1S,2S,3S)-2,6,6-trimethylbicyclo[3.1.1]heptane-3-spiro-2'-cyclohexen-4'-one C[C@H]1[C@H]2C(C(C[C@@]13C=CC(CC3)=O)C2)(C)C